N-((4-ethynylphenyl)sulfonyl)-3-(4-fluorophenyl)-4-phenyl-4,5-dihydro-1H-pyrazole C(#C)C1=CC=C(C=C1)S(=O)(=O)N1N=C(C(C1)C1=CC=CC=C1)C1=CC=C(C=C1)F